tert-Butyl 2-(3-acetyl-5-(piperazin-1-yl)-1H-indol-yl)acetate TFA salt OC(=O)C(F)(F)F.C(C)(=O)C1=CN(C2=CC=C(C=C12)N1CCNCC1)CC(=O)OC(C)(C)C